N-Ethyl-N,N-dimethyl-N-(2-methoxyethyl)ammonium C(C)[N+](CCOC)(C)C